sodium 4-[(2,3-dihydrothieno[3,4-b]-[1,4]dioxin-2-yl) methoxy]-1-methyl-1-butanesulfonate O1C=2C(OCC1COCCCC(S(=O)(=O)[O-])C)=CSC2.[Na+]